OC(CSC=1C=C(C=2N(C1)N=CC2C#N)C=2C=NC(=CC2)N2CC1N(C(C2)C1)CC=1C=NC(=CC1)OC)(C)C 6-((2-Hydroxy-2-methylpropyl)thio)-4-(6-(6-((6-methoxypyridin-3-yl)methyl)-3,6-diazabicyclo[3.1.1]heptan-3-yl)pyridin-3-yl)pyrazolo[1,5-a]pyridine-3-carbonitrile